C(C)OC(COC1=C(C(=C(C(=C1)F)CC1=CC(=C(C=C1)O)C(C)C)C)F)=O 2-(2,5-difluoro-4-(4-hydroxy-3-isopropylbenzyl)-3-methylphenoxy)acetic acid ethyl ester